N1=C(C=CC(=C1)C(=O)OC)C1=NC=C(C=C1)C(=O)OC dimethyl (2,2'-bipyridine)-5,5'-dicarboxylate